7-phenyl-benzo[c]acridine C1(=CC=CC=C1)C1=C2C=CC=CC2=NC=2C3=C(C=CC12)C=CC=C3